BrC=1C=C(OCC(C)N(C)C)C=CC1 1-(3-bromophenoxy)-N,N-dimethyl-propan-2-amine